C1(=CC=CC=C1)CCCC1=CC=CC=C1 1,3-diphenylpropane